1-methyl-4-(3-thienyl-methyl)piperazine CN1CCN(CC1)CC1=CSC=C1